ClC=1C=C(NC=2C=3N(C=CN2)C(=CN3)C3=C(C(=C(OCC#N)C=C3)F)F)C=CC1C(=O)N1CCC(CC1)C1=NN=NN1 2-[4-[8-[3-chloro-4-[4-(1H-tetrazol-5-yl)piperidine-1-carbonyl]anilino]imidazo[1,2-a]pyrazin-3-yl]-2,3-difluoro-phenoxy]acetonitrile